3-({[(3S)-1-(6-aminopyridin-3-yl)piperidin-3-yl][(2-methylpyridin-4-yl)methyl]amino}methyl)-7-bromo-1-methyl-1,4-dihydroquinolin-4-one NC1=CC=C(C=N1)N1C[C@H](CCC1)N(CC1=CC(=NC=C1)C)CC1=CN(C2=CC(=CC=C2C1=O)Br)C